6'-(2-(2-([1,1'-biphenyl]-2-yl)-6-phenylpyrimidin-4-yl)phenyl)spiro[cyclohexane-1,9'-fluorene]-2'-carbonitrile C1(=C(C=CC=C1)C1=NC(=CC(=N1)C1=C(C=CC=C1)C=1C=C2C=3C=CC(=CC3C3(C2=CC1)CCCCC3)C#N)C3=CC=CC=C3)C3=CC=CC=C3